N-[(1S)-1-cyclopropyl-2,2,2-trifluoroethyl]-6-fluoro-7-(2-oxa-6-azaspiro[3.3]hept-6-yl)-4-oxo-1-(2,4,6-trifluorophenyl)-1,4-dihydro-1,8-naphthyridine-3-carboxamide C1(CC1)[C@@H](C(F)(F)F)NC(=O)C1=CN(C2=NC(=C(C=C2C1=O)F)N1CC2(COC2)C1)C1=C(C=C(C=C1F)F)F